BrC=1C=C(C=C(C1O)Br)C=O (3,5-dibromo-4-hydroxyphenyl)methanone